CON(C=O)C N-methoxy-N-methylcarboxamide